3,5-bis(aminomethyl)benzoic acid NCC=1C=C(C(=O)O)C=C(C1)CN